FC1=CC=C(C=C1)[C@H]1CN(CC1)C(=O)OC(C)(C)C (S)-tert-Butyl 3-(4-fluorophenyl)pyrrolidine-1-carboxylate